5-(3-(pyrrolidin-1-yl)phenoxy)-1H-1,2,3-triazole-4-carboxylic acid N1(CCCC1)C=1C=C(OC2=C(N=NN2)C(=O)O)C=CC1